4-((S)-3-phenylisoxazolidin-2-yl)-N-((S)-pyrrolidin-3-yl)-5-(trifluoromethyl)pyrimidine-2-amine C1(=CC=CC=C1)[C@H]1N(OCC1)C1=NC(=NC=C1C(F)(F)F)N[C@@H]1CNCC1